tert-butyl-9-(piperidin-4-ylmethyl)-3,9-diazaspiro[5.5]undecane-3-carboxylate C(C)(C)(C)OC(=O)N1CCC2(CC1)CCN(CC2)CC2CCNCC2